N1=C(C=CC=C1)[C@](C)(CC)O (S)-2-(pyridin-2-yl)butan-2-ol